(5S)-4-[5-(3,5-dichlorophenyl)-5-(trifluoromethyl)-4H-isoxazole-3-yl]-2-methylbenzoic acid ClC=1C=C(C=C(C1)Cl)[C@@]1(CC(=NO1)C1=CC(=C(C(=O)O)C=C1)C)C(F)(F)F